N1C(=CC=C1)C1=CC=C(C=C1)C(C1=CC=CC=C1)C1=C(C=CC=C1)O (4-pyrrolylphenyl)(2-hydroxyphenyl)(phenyl)methane